(R)-(6-(2-(Difluoromethoxy)-4-(trifluoromethyl)phenyl)-5-methylpyridazin-3-yl)((R)-1-ethylpiperidin-3-yl)methanol FC(OC1=C(C=CC(=C1)C(F)(F)F)C1=C(C=C(N=N1)[C@H](O)[C@H]1CN(CCC1)CC)C)F